dimethyl ((1R,1'R)-((5S,5'S)-(((9,9-dibutyl-9H-fluorene-2,7-diyl)bis(azanediyl))bis(carbonyl))bis(3,3-difluoropyrrolidine-5,1-diyl))bis(2-oxo-1-phenylethane-2,1-diyl))dicarbamate C(CCC)C1(C2=CC(=CC=C2C=2C=CC(=CC12)NC(=O)[C@@H]1CC(CN1C([C@@H](C1=CC=CC=C1)NC(OC)=O)=O)(F)F)NC(=O)[C@@H]1CC(CN1C([C@@H](C1=CC=CC=C1)NC(OC)=O)=O)(F)F)CCCC